C(C)C1=C(C=CC=C1)C(/C=C(/C=O)\C)(CC=C(C)C)C (E)-4-(2-ethylphenyl)-2,4,7-trimethyloct-2,6-dienal